O1CCN(CC1)C1CCC(CC1)NC1=C2C(=NC(=N1)NC=1C=NN(C1)C1CCOCC1)NN=C2C=2C=NNC2 N4-((1r,4r)-4-morpholinocyclohexyl)-3-(1H-pyrazol-4-yl)-N6-(1-(tetrahydro-2H-pyran-4-yl)-1H-pyrazol-4-yl)-1H-pyrazolo[3,4-d]pyrimidine-4,6-diamine